1-ethyl-3-((S)-1,1,1,5,5,5-hexafluoropentan-2-yl)-1-((S)-2,2,2-trifluoro-1-(5-methoxy-4-(8-methylimidazo[1,2-a]pyrazin-6-yl)pyridin-2-yl)ethyl)urea C(C)N(C(=O)N[C@H](C(F)(F)F)CCC(F)(F)F)[C@H](C(F)(F)F)C1=NC=C(C(=C1)C=1N=C(C=2N(C1)C=CN2)C)OC